2-(2,3,5,6-tetra(9H-carbazol-9-yl)-4-(6-methylpyridin-2-yl)phenyl)benzo[d]oxazole C1=CC=CC=2C3=CC=CC=C3N(C12)C1=C(C(=C(C(=C1N1C2=CC=CC=C2C=2C=CC=CC12)C1=NC(=CC=C1)C)N1C2=CC=CC=C2C=2C=CC=CC12)N1C2=CC=CC=C2C=2C=CC=CC12)C=1OC2=C(N1)C=CC=C2